ClC1=C(C=CC=C1)N1N=C(C=C1C(=O)NC1(CC1)C(NC)=O)C 1-(2-chlorophenyl)-3-methyl-N-(1-(methylcarbamoyl)cyclopropyl)-1H-pyrazole-5-carboxamide